(E)-4-oxo-4-(1-(5-(trifluoromethyl)pyrimidin-2-yl)cyclobutoxy)but-2-enoic acid O=C(/C=C/C(=O)O)OC1(CCC1)C1=NC=C(C=N1)C(F)(F)F